O=C1NC(CC[C@H]1N1CCCC2=C(C=CC=C12)C1CCN(CC1)C(=O)OC(C)(C)C)=O tert-butyl 4-[1-[(3R)-2,6-dioxo-3-piperidyl]-3,4-dihydro-2H-quinolin-5-yl]piperidine-1-carboxylate